C1=CC(=CC=C1C[C@H]2C(=O)N[C@H](C(=O)N2)CC3=CC=C(C=C3)O)O The molecule is a cyclo(tyrosyl-tyrosyl) in which both stereocentres have L-configuration. Synthesized by Mycobacterium tuberculosis. It has a role as a metabolite.